2-(4-{3-[(ethylamino)methyl]azetidin-1-yl}-3-(3-fluoro-5-methylphenyl)quinolin-6-yl)-6-fluoro-3-methylphenol C(C)NCC1CN(C1)C1=C(C=NC2=CC=C(C=C12)C1=C(C(=CC=C1C)F)O)C1=CC(=CC(=C1)C)F